4-(2-chloro-4-fluorophenyl)-1-methyl-2-OxO-6-phenyl-1,2-dihydropyridine-3-carbonitrile ClC1=C(C=CC(=C1)F)C1=C(C(N(C(=C1)C1=CC=CC=C1)C)=O)C#N